C1(CCCCC1)NC[Si](OC)(OC)OC N-cyclohexyl(aminomethyl)trimethoxy-silane